FC1=C(C=CC=C1)C1=NC2=C(N1[C@H]1C([C@H](CCC1)NC(OC(C)(C)C)=O)=O)C=C(C=C2)C2=NN(C=N2)COCC[Si](C)(C)C tert-butyl ((1S,3R)-3-(2-(2-fluorophenyl)-6-(1-((2-(trimethylsilyl)ethoxy)methyl)-1H-1,2,4-triazol-3-yl)-1H-benzo[d]imidazol-1-yl)-2-oxocyclohexyl)carbamate